2,3-dihydroxy-5-({[5,7-dihydroxy-2-(3,4,5-trihydroxyphenyl)-3,4-dihydro-2H-chromen-3-yl]oxy}carbonyl)phenolate OC1=C(C=C(C=C1O)C(=O)OC1C(OC2=CC(=CC(=C2C1)O)O)C1=CC(=C(C(=C1)O)O)O)[O-]